N1(C=NC=C1)C=1C=C(C(=O)NC=2C=C3N=CC=NC3=CC2)C=C(C1)OCCOC 3-(imidazol-1-yl)-5-(2-methoxyethoxy)-N-(quinoxalin-6-yl)benzamide